(R)-N-(3-((4-(4,4-dimethylcyclohexyl)phenyl)amino)cyclobutyl)-2-oxoimidazolidine-4-carboxamide CC1(CCC(CC1)C1=CC=C(C=C1)NC1CC(C1)NC(=O)[C@@H]1NC(NC1)=O)C